N1C[C@H](CCC1)NC1=NC=C(C(=N1)C1=CN=C2C(NC=CC=C21)=O)C(F)(F)F 3-(2-{[(3S)-piperidin-3-yl]amino}-5-(trifluoromethyl)pyrimidin-4-yl)-7H,8H-pyrrolo[2,3-c]azepin-8-one